CP(=O)(C)C1=C(C=C(C=C1)C1=CC2=C(N=C3N2[C@H]2C4=C(C(N([C@@H]3C2)C(C([2H])([2H])[2H])([2H])[2H])=O)C=CC=C4C#CC)C=C1)F (7R,14R)-11-(4-(dimethylphosphoryl)-3-fluorophenyl)-6-(ethyl-d5)-1-(prop-1-yn-1-yl)-6,7-dihydro-7,14-methanobenzo[f]benzo[4,5]imidazo[1,2-a][1,4]diazocin-5(14H)-one